C[C@@H]1N(CCN(C1)C1=C2C(=NC=C1)N(CC2)C(NC2=C1C(=NC=C2)N(C=N1)C)=O)C(=O)OC(C)(C)C tert-butyl (S)-2-methyl-4-(1-((3-methyl-3H-imidazo[4,5-b]pyridin-7-yl)carbamoyl)-2,3-dihydro-1H-pyrrolo[2,3-b]pyridin-4-yl)piperazine-1-carboxylate